N-(2,6-dioxopiperidin-3-yl)benzo[d][1,2,3]thiadiazole-7-carboxamide O=C1NC(CCC1NC(=O)C1=CC=CC=2N=NSC21)=O